C(\C=C\C)(=O)OCC1CO1 crotonic acid, glycidyl ester